NC1=C(SC=2N=C(N=CC21)C)C(=O)NC2CC=1C=CC(=NC1CC2)N2CC(C(C2)NC)C(F)F 5-amino-N-{2-[3-(difluoromethyl)-4-(methylamino)pyrrolidin-1-yl]-5,6,7,8-tetrahydroquinolin-6-yl}-2-methylthieno[2,3-d]pyrimidine-6-carboxamide